tert-butyl (2S,5R)-4-(cyclopropanecarbonyl)-2,5-dimethylpiperazine-1-carboxylate C1(CC1)C(=O)N1C[C@@H](N(C[C@H]1C)C(=O)OC(C)(C)C)C